FC1=C(C=CC(=C1)F)N1C(=NN=C1S)CCCCO 4-(4-(2,4-difluorophenyl)-5-mercapto-4H-1,2,4-triazol-3-yl)butan-1-ol